[B].[Ta] tantalum boron